BrC1=CSC=2N(C(C=CC21)=O)C(C)C 3-bromo-7-isopropylthieno[2,3-b]pyridin-6(7H)-one